(R)-(3',6'-dihydro-2'H-[2,1':4',3'']terpyridin-5''-yl)-(1,3-dimethyl-azetidin-3-yl)-(4-isopropyl-phenyl)-methanol N1=C(C=CC=C1)N1CCC(=CC1)C=1C=NC=C(C1)[C@@](O)(C1=CC=C(C=C1)C(C)C)C1(CN(C1)C)C